N,N'-dithiobis-(hexahydro-2H-azepinone) N1(C(CCCCC1)=O)SSN1C(CCCCC1)=O